N-(6-chloropyridin-3-yl)-3-(cyclopropylmethoxy)-1,7-naphthyridin-8-amine ClC1=CC=C(C=N1)NC=1N=CC=C2C=C(C=NC12)OCC1CC1